6-fluoro-4,4-dimethyl-3,4-dihydro-quinolin-2(1H)-one FC=1C=C2C(CC(NC2=CC1)=O)(C)C